C(CC)(=O)N1C=NC=C1 1-propionylimidazole